[1,1-biphenyl]-4,4'-diyl-bisphosphonate C1(=CC=C(C=C1)P([O-])([O-])=O)C1=CC=C(C=C1)P([O-])([O-])=O